5-[[2-fluoro-3-[5-(2-methoxypyrimidin-5-yl)-1H-pyrrolo[2,3-b]pyridine-3-carbonyl]phenyl]sulfamoyl-methyl-amino]thiazole FC1=C(C=CC=C1C(=O)C1=CNC2=NC=C(C=C21)C=2C=NC(=NC2)OC)NS(=O)(=O)N(C2=CN=CS2)C